6-hexadecadienyl chloride C=CC=CCC(CCCCCCCCCC)Cl